(3R)-3-((tetrahydro-2H-pyran-2-yl)oxy)-1-(1H-1,2,4-triazol-1-yl)butan-2-one O1C(CCCC1)O[C@@H](C(CN1N=CN=C1)=O)C